C1(=CC=CC=C1)CCCC(=O)O.C1(=CC=CC=C1)C(C(=O)O)C.C1(=CC(=CC=C1)C[C@@H]1N(CC[C@@H]1NS(=O)(=O)C)C(=O)C1CC(C1)(F)F)C1=CC=CC=C1 N-((2S,3S)-2-(biphenyl-3-ylmethyl)-1-((3,3-difluorocyclobutyl)carbonyl)pyrrolidin-3-yl)methanesulfonamide 2-phenylpropionate (2-phenylethyl-acetate)